O[C@H]1C[C@H](NC1)C(=O)OCCCCCCC(C(=O)OC(CCCCCCC)CCCCCCC)(C)C [8-(1-heptyloctoxy)-7,7-dimethyl-8-oxo-octyl] (2S,4S)-4-hydroxypyrrolidine-2-carboxylate